N[C@@H]1[C@@H](OCC12CCN(CC2)C=2N=CC(=NC2)SC=2C(=C(C=CC2)NC(=O)NS(=O)(=O)C2=CC=NC=C2)Cl)C N-((3-((5-((3S,4S)-4-amino-3-methyl-2-oxa-8-azaspiro[4.5]decan-8-yl)pyrazin-2-yl)thio)-2-chlorophenyl)carbamoyl)pyridine-4-sulfonamide